tert-Butyl (E)-(((tert-butoxycarbonyl)imino)(3-sulfamoylazetidin-1-yl)methyl)(methyl)carbamate C(C)(C)(C)OC(=O)\N=C(/N1CC(C1)S(N)(=O)=O)\N(C(OC(C)(C)C)=O)C